FC1(CN(C2(C1O)CCCC2)C(=O)C=2SC=C(N2)C)F (3,3-difluoro-4-hydroxy-1-azaspiro[4.4]nonan-1-yl)(4-methylthiazol-2-yl)methanone